C(C)(C)(C)OC(CC1(CCN(CC1)C1=C(C=C(C=C1)N)Br)O)=O.O=C1N(C=CC(N1)=O)CC(=O)N 2-(2,4-dioxopyrimidin-1-yl)acetamide tert-butyl-2-[1-(4-amino-2-bromo-phenyl)-4-hydroxy-4-piperidyl]acetate